6-bromo-N'-[4-[(tert-butyldimethylsilyl)oxy]-2-ethylphenyl]-4-chloropyrrolo[1,2-b]pyridazine-3-carboximidamide BrC=1C=C2N(N=CC(=C2Cl)C(N)=NC2=C(C=C(C=C2)O[Si](C)(C)C(C)(C)C)CC)C1